OC(C(=O)N1CCN(CC1)C1=CC=C(C=N1)NC1=NC(=NC=2C=NNC(C21)=O)N2CCC(CC2)CC#N)(C)C 2-(1-(4-((6-(4-(2-hydroxy-2-methylpropanoyl)piperazin-1-yl)pyridin-3-yl)amino)-5-oxo-5,6-dihydropyrimido[4,5-d]pyridazin-2-yl)piperidin-4-yl)acetonitrile